6-(benzo[b]thiophen-5-yl)-N-(1H-indol-3-yl)-3,4-dihydroisoquinoline-2(1H)-carboxamide S1C2=C(C=C1)C=C(C=C2)C=2C=C1CCN(CC1=CC2)C(=O)NC2=CNC1=CC=CC=C21